7,8-difluoro-10-methoxydibenzo[b,e]thiepin FC1=C(C=C(C2=CC3=C(SC=C21)C=CC=C3)OC)F